7-(Naphthalen-1-ylmethyl)-5-oxo-8-(3-(trifluoromethyl)phenyl)-2,3-dihydro-5H-thiazolo[3,2-a]pyridine-3-carboxylic acid C1(=CC=CC2=CC=CC=C12)CC=1C(=C2N(C(C1)=O)C(CS2)C(=O)O)C2=CC(=CC=C2)C(F)(F)F